C(\C=C\C1=CC(OC)=C(O)C=C1)(=O)O.C(\C=C\C1=CC(OC)=C(O)C=C1)(=O)O ferulic acid, ferulic acid salt